8-(azetidin-3-yl)-3-chloro-5-isopropylisoquinoline N1CC(C1)C=1C=CC(=C2C=C(N=CC12)Cl)C(C)C